C(C=C)(=O)O.C(C=C)(=O)O.C(C=C)(=O)O.C(C)OC(C(CO)(CO)CO)(C)OCC diethoxytrimethylolpropane triacrylate